C(C1=CC=CC=C1)OC1=NC(=NC2=C(C(=C(C=C12)C(F)(F)F)C1=CC=C(C2=C1N=C(S2)NC(OC(C)(C)C)=O)F)F)OC[C@]21CCCN1C[C@@H](C2)F tert-butyl (4-(4-(benzyloxy)-8-fluoro-2-(((2R,7aS)-2-fluorotetrahydro-1H-pyrrolizin-7a(5H)-yl)methoxy)-6-(trifluoromethyl)quinazolin-7-yl)-7-fluorobenzo[d]thiazol-2-yl)carbamate